C1N(CCC2=CC=CC=C12)CC(CN1C(C2=CC=C(C=C2CC1)C#N)=O)O 2-(3-(3,4-dihydroisoquinolin-2(1H)-yl)-2-hydroxypropyl)-1-oxo-1,2,3,4-tetrahydroisoquinoline-6-carbonitrile